C(C)(C)(C)OC(=O)N1CCC(CC1)(C=1OC2=C(N1)C=C(C=C2)OC)O 4-hydroxy-4-(5-methoxy-1,3-benzoxazol-2-yl)piperidine-1-carboxylic acid tert-butyl ester